CC1=CC=C(OC2=CC=C(C=C2)N2N=C3C(NCC[C@H]3N3CCN(CC3)S(=O)(=O)C3=C(C=CC=C3)[N+](=O)[O-])=C2C(=O)N)C=C1 (7R)-2-[4-(4-methylphenoxy)phenyl]-7-[4-(2-nitrobenzene-1-sulfonyl)piperazin-1-yl]-4,5,6,7-tetrahydro-2H-pyrazolo[4,3-b]pyridine-3-carboxamide